C(CCCCC)OC(=O)CCCCC(CCCCCN)(N)CCCCC(=O)OCCCCCC Bis((hexyloxycarbonyl)butyl)hexane-1,6-diamine